trans-1-((4-((S)-3-(3,5-difluorophenyl)isoxazolidine-2-carbonyl)cyclohexyl)methyl)-1H-indazole-6-carbonitrile FC=1C=C(C=C(C1)F)[C@H]1N(OCC1)C(=O)[C@@H]1CC[C@H](CC1)CN1N=CC2=CC=C(C=C12)C#N